(S)-tert-butylmethylphosphine C(C)(C)(C)PC